NC=1C(=CC(=NC1OC)C(=O)OC)Br Methyl 5-amino-4-bromo-6-methoxypicolinate